FC(C(F)(F)F)(OC1=C(C#N)C=CC=C1)F pentafluoroethoxybenzonitrile